1-[3-(2,3-epoxypropoxy)-propyl]-trimethoxysilane C(C1CO1)OCCC[Si](OC)(OC)OC